ClC=1C(=NC=CC1SC=1C=CC=2C(=NC=C(N2)N2CCC(CC2)(N)C)N1)C 1-(6-((3-chloro-2-methylpyridin-4-yl)thio)pyrido[2,3-b]pyrazin-2-yl)-4-methylpiperidin-4-amine